3-bromo-2-(6-methoxy-3-pyridyl)pyridine BrC=1C(=NC=CC1)C=1C=NC(=CC1)OC